FC1=CC=C(C(=O)N2CCN(CC2)C(\C=C\C2=CC(=C(C=C2)OCC2=C(C=CC=C2)F)OC)=O)C=C1 (e)-1-(4-(4-fluorobenzoyl)piperazin-1-yl)-3-(4-((2-fluorobenzyl)oxy)-3-methoxyphenyl)prop-2-en-1-one